N-(4-bromo-2-chlorophenyl)-P-(4-(5-(chlorodifluoromethyl)-1,2,4-oxadiazol-3-yl)phenyl)-P-methylphosphinic amide BrC1=CC(=C(C=C1)NP(=O)(C)C1=CC=C(C=C1)C1=NOC(=N1)C(F)(F)Cl)Cl